2-[2-[[6-(3-aminoazetidin-1-yl)-1,3-benzothiazol-2-yl]methylcarbamoyl]indan-2-yl]acetic acid NC1CN(C1)C1=CC2=C(N=C(S2)CNC(=O)C2(CC3=CC=CC=C3C2)CC(=O)O)C=C1